CC1=CC=C(C(=O)OC2=CC(=CC(=C2)C=NC2=CC(=CC(=C2)Cl)Cl)Cl)C=C1 3-chloro-5-((3,5-dichloro-phenylimino)meth-yl)phenyl 4-methylbenzoate